4-[[5-fluoro-4-(3-morpholinophenyl)pyrimidin-2-yl]amino]cyclohexanecarboxylic acid FC=1C(=NC(=NC1)NC1CCC(CC1)C(=O)O)C1=CC(=CC=C1)N1CCOCC1